C[C@H](CCC[C@@H](C)C(=O)O)[C@H]1CC[C@@H]2[C@@]1(CC[C@H]3[C@H]2[C@H](C=C4[C@@]3(CC[C@@H](C4)O)C)O)C 3β,7β-dihydroxy-5-cholestenoic acid